2-methoxy-4-(2-morpholinoethoxy)aniline COC1=C(N)C=CC(=C1)OCCN1CCOCC1